S1C=CC(=C1)C(=O)O Thiophene-4-carboxylic acid